2-Chloro-4-((R)-8-(4-(4-((4-(4-(((R)-2,6-dioxopiperidin-3-yl)amino)phenyl)piperidin-1-yl)methyl)piperidine-1-carbonyl)phenyl)-3-methyl-2,8-diazaspiro[4.5]decan-2-yl)benzonitrile ClC1=C(C#N)C=CC(=C1)N1CC2(C[C@H]1C)CCN(CC2)C2=CC=C(C=C2)C(=O)N2CCC(CC2)CN2CCC(CC2)C2=CC=C(C=C2)N[C@H]2C(NC(CC2)=O)=O